C1(CC1)C=1C=C(C=C(C1)F)[C@@H]1[C@@H](N(C(O1)=O)C(=O)NCC1=CN=CC2=CC=CC=C12)C (4S,5R)-5-(3-cyclopropyl-5-fluorophenyl)-N-(isoquinolin-4-ylmethyl)-4-methyl-2-oxo-1,3-oxazolidine-3-carboxamide